2-(1H-pyrazol-4-yl)-N-(1-pyridin-4-yl-1H-pyrazol-4-yl)-1,3-thiazole-4-carboxamide N1N=CC(=C1)C=1SC=C(N1)C(=O)NC=1C=NN(C1)C1=CC=NC=C1